BrC=1C=C(C=CC1Cl)C#CC1(CC1)NC(OC(C)(C)C)=O tert-butyl (1-((3-bromo-4-chlorophenyl)ethynyl) cyclopropyl)carbamate